C/C/1=C\\CC/C(=C/C[C@@H](CC/C(=C/CC1)/C)C(C)(C)O)/C The molecule is a cembrane diterpenoid obtained by regio- and stereoselective hydration of the exocyclic double bond of cembrene C. It has a role as a bacterial metabolite and a coral metabolite. It is a macrocycle, a cembrane diterpenoid, a tertiary alcohol and an olefinic compound. It derives from a cembrene C.